ethyl 5,7-dihydroxypyrazolo[1,5-a]pyrimidine-3-carboxylate OC1=NC=2N(C(=C1)O)N=CC2C(=O)OCC